4-ANILINO-5-BROMOPYRIMIDIN N(C1=CC=CC=C1)C1=NC=NC=C1Br